O.O.C(=O)([O-])C(O)C(O)C(=O)[O-].[Na+].[Na+] Di-Natrium tartrat-Dihydrat